CC1=NC2=CC=C(C=C2C=N1)N1CCCCC1 2-methyl-6-(piperidin-1-yl)quinazolin